C1(=CC=CC=C1)C1(OC2=CC=CC=C2C(=C1)C1=CC=CC=C1)C#CC1=CC=CC=C1 2,4-diphenyl-2-(phenylethynyl)-2H-chromene